OC1(C=O)CC(=CC=C1)O m-dihydroxybenzaldehyde